tert-butyl (R)-6-((2,6-dioxopiperidin-3-yl)amino)-2H-spiro[benzofuran-3,4'-piperidine]-1'-carboxylate O=C1NC(CC[C@H]1NC1=CC2=C(C=C1)C1(CCN(CC1)C(=O)OC(C)(C)C)CO2)=O